O1CCN(CC1)C1=CC=CC(=N1)NC1=NC=CC(=N1)N1C=2N(CCC1)N=C(C2)C#CC(C)(O)C=2SC=CN2 4-(4-(2-((6-Morpholinopyridin-2-yl)amino)pyrimidin-4-yl)-4,5,6,7-tetrahydropyrazolo[1,5-a]pyrimidin-2-yl)-2-(thiazol-2-yl)but-3-yn-2-ol